Cl.Cl.NCCCCN1C(=NC=2C(=NC=3C=CC=CC3C21)N)CC 1-(4-Aminobutyl)-2-ethyl-1H-imidazo[4,5-c]Quinolin-4-amine-2HCl